amino-3,3'-bipyridine NC1=NC=CC=C1C=1C=NC=CC1